C(C)(C)(C)OC(CC[C@@H](C(=O)N)N1C(C2=CC=C(C(=C2C1)C)Br)=O)=O.N(=[N+]=[N-])CC(=O)NCCCCCNC(C)=O N-(5-azidoacetamidylpentyl)acetamide tert-butyl-(S)-5-amino-4-(5-bromo-4-methyl-1-oxoisoindolin-2-yl)-5-oxopentanoate